(1S,2S)-N-(6-(5-chloro-6-fluoro-7-((1-methoxypropan-2-yl)amino)-1H-indazol-4-yl)imidazo[1,2-a]pyrazin-2-yl)-2-fluorocyclopropane-1-carboxamide ClC=1C(=C2C=NNC2=C(C1F)NC(COC)C)C=1N=CC=2N(C1)C=C(N2)NC(=O)[C@H]2[C@H](C2)F